C(#N)C1(CC1)C1=CC=C(C=C1)C=1C=C(C(=NC1)C(=O)NC1=C(N=NC(=C1)C(F)(F)C1CC1)NC)SCC 5-[4-(1-cyanocyclopropyl)phenyl]-N-[6-(cyclopropyldifluoromethyl)-3-(methylamino)pyridazin-4-yl]-3-(ethylsulfanyl)pyridine-2-carboxamide